2'-(ethoxymethyl)-N-(5-Methyl-4-(methyl-d3)isoxazol-3-yl)-[1,1'-biphenyl]-2-sulfonamide C(C)OCC1=C(C=CC=C1)C=1C(=CC=CC1)S(=O)(=O)NC1=NOC(=C1C([2H])([2H])[2H])C